C(CCCCCCCCCCC\C=C/CCCCCCCC)(=O)NC(CN1CCCC1)C 1-(2-erucamidopropyl)pyrrolidine